O1C(=CC2=C1C=CC=C2)CN2CCC(CC2)N2CC(C2)(N2N=CC(=C2)C=2C1=C(N=CN2)NC=C1)CC#N {1-[1-(1-benzofuran-2-ylmethyl)piperidin-4-yl]-3-[4-(7H-pyrrolo[2,3-d]pyrimidin-4-yl)-1H-pyrazol-1-yl]azetidin-3-yl}acetonitrile